Cl.Cl.Cl.NC1=CC=C2C(=C(C(OC2=C1)=O)CC(=O)NCCCN(C)CCCNC1=CC(=NC2=CC=CC=C12)C1=CC=C(C=C1)OC)C 2-(7-Amino-4-methyl-2-oxo-2H-chromen-3-yl)-N-(3-((3-((2-(4-methoxyphenyl)quinolin-4-yl)amino)propyl)(methyl)amino)propyl)acetamide trihydrochloride